(R)-(3-Aminopiperidin-1-yl)(2-(5-bromo-1-(cyclopropylmethyl)-1H-indol-2-yl)-3-methylimidazo[1,2-a]pyridin-7-yl)methanone N[C@H]1CN(CCC1)C(=O)C1=CC=2N(C=C1)C(=C(N2)C=2N(C1=CC=C(C=C1C2)Br)CC2CC2)C